rhodium (III) iridium (III) [Ir+3].[Rh+3]